[95Mo] The molecule is the stable isotope of molybdenum with relative atomic mass 94.905842, 15.9 atom percent natural abundance and nuclear spin 5/2.